C1OCC2=C1C=CC=C2OC2=CC=C(C=C2)N2C(N[C@@H](C2=O)C)=O (5R)-3-[4-(1,3-dihydro-2-benzofuran-4-yloxy)phenyl]-5-methyl-2,4-imidazolidinedione